2-(ethylmercaptothio-formylthio)-2-methylpropanoic acid C(C)SC(=S)SC(C(=O)O)(C)C